C(C)OC1=C(C=C2C(=NC=NC2=C1)C1=NN(N=C1C1=CC=CC=C1)COCC[Si](C)(C)C)NC(=O)C1CC1 N-(7-ethoxy-4-(5-phenyl-2-((2-(trimethylsilyl)ethoxy)methyl)-2H-1,2,3-triazol-4-yl)quinazolin-6-yl)cyclopropanecarboxamide